4-(3',4'-dimethoxy-[1,1'-biphenyl]-4-yl)-1H-1,2,3-triazol COC=1C=C(C=CC1OC)C1=CC=C(C=C1)C=1N=NNC1